C(C1=CC=CC=C1)[C@H]1N(C(OC1)=O)C([C@H](CC(=O)OC(C)(C)C)CC1CCCCC1)=O tert-butyl (S)-4-((R)-4-benzyl-2-oxooxazolidin-3-yl)-3-(cyclohexylmethyl)-4-oxobutanoate